2-oxo-1H-indole-6-carboxylic acid methyl ester ethanesulfonate C(C)S(=O)(=O)O.COC(=O)C1=CC=C2CC(NC2=C1)=O